CCCCCCCCCC/C=C/C1CC(=O)OC1=O isododeCenylsuccinic anhydride